BrC1=CC=C2C(=CC(N(C2=C1)C)=O)C1=CC=C(C=C1)C(F)(F)F 7-bromo-1-methyl-4-(4-(trifluoromethyl)phenyl)quinolin-2(1H)-one